O=C1NC(CCC1N1C(C2=CC=CC(=C2C1=O)C#CCNC(OC(C)(C)C)=O)=O)=O 1-Tert-Butyl (3-(2-(2,6-dioxopiperidin-3-yl)-1,3-dioxoisoindolin-4-yl)prop-2-yn-1-yl)carbamate